NC1=CC=CC(=N1)S(=O)(=O)NC(=O)C=1C(=NC(=CC1)C=1C=NC(=CC1)OC(C)C)N1C(CCCC1)C1=CC=CC=C1 N-[(6-Amino-2-pyridyl)sulfonyl]-6-(6-isopropoxy-3-pyridyl)-2-(2-phenyl-1-piperidyl)pyridin-3-carboxamid